4-(5-(bis-(2-chloro-ethyl)-amino)-1-methyl-1H-benzimidazol-2-yl)-butyric acid hydrochloride Cl.ClCCN(C1=CC2=C(N(C(=N2)CCCC(=O)O)C)C=C1)CCCl